(S)-N-(2-Chloro-6-fluorophenyl)-5-fluoro-4-(5-(trifluoromethyl)pyrazin-2-yl)-2-((1,1,1-trifluoropropan-2-yl)oxy)benzamide ClC1=C(C(=CC=C1)F)NC(C1=C(C=C(C(=C1)F)C1=NC=C(N=C1)C(F)(F)F)O[C@H](C(F)(F)F)C)=O